6-(2-chloro-5-(isobutyrylaminomethyl)benzoylamino)-1H-indole-2-carboxylic acid methyl ester COC(=O)C=1NC2=CC(=CC=C2C1)NC(C1=C(C=CC(=C1)CNC(C(C)C)=O)Cl)=O